[Sb]=S.[Zn].[Pb].[Cu] copper-lead-zinc-antimony sulfide